OC(CC)(CC(CC)=O)C 3-HYDROXY-3-METHYLHEPTAN-5-ONE